C(C)(C)(C)[Si](C1=CC=CC=C1)(C1=CC=CC=C1)OC[C@H]1OC(OC12CC2)(C)C |r| (±)-Tert-butyl-((5,5-dimethyl-4,6-dioxaspiro[2.4]hept-7-yl)methoxy)diphenylsilane